5-methyl-3-phenyl-1H-pyrazol-4-ol CC1=C(C(=NN1)C1=CC=CC=C1)O